FC(COC=1C(=NC(=NC1OC)NS(=O)(=O)C1=CNC2=C(C(=CC=C12)F)C1=NC=CC=N1)OC)F N-[5-(2,2-difluoroethoxy)-4,6-dimethoxy-pyrimidin-2-yl]-6-fluoro-7-(2-pyrimidyl)-1H-indole-3-sulfonamide